ClC=C(Cl)Cl tri-chloroethylene